4-oxo-5,6,7,8-tetrahydro-4H-5,8-methanocyclohepta[b]Furan-2-sulfonyl chloride O=C1C2CCC(C=3OC(=CC31)S(=O)(=O)Cl)C2